(R)-6-(5-(((1-(2,5-difluoropyridin-3-yl)ethoxy)carbonyl)amino)-1-methyl-1H-1,2,3-triazol-4-yl)nicotinic acid FC1=NC=C(C=C1[C@@H](C)OC(=O)NC1=C(N=NN1C)C1=NC=C(C(=O)O)C=C1)F